3',4'-methylenedioxyacetophenone C1OC=2C=C(C=CC2O1)C(C)=O